2-methyl-2-phenyl-3,4-dihydroquinoline-1(2H)-carboxylic acid CC1(N(C2=CC=CC=C2CC1)C(=O)O)C1=CC=CC=C1